O1CCN(C2=C1C=CC=C2)N2CC=C(C1=CC=C(C(=C21)C2=C(C(=CC(=C2)F)F)F)F)N2CCOCC2 N-(2,3-dihydro-1,4-benzoxazin-4-yl)-7-fluoro-4-morpholino-8-(2,3,5-trifluorophenyl)quinoline